C(CCCCCCCCC\C=C\CCCC)OC(C)=O acetic acid (E)-11-hexadecenyl ester